Phenethyl Benzoat C(C1=CC=CC=C1)(=O)OCCC1=CC=CC=C1